ClC1=CC(=C(C=C1Cl)C(C1CCN(CC1)C)NC(C(F)(F)F)=O)OC ((4,5-dichloro-2-methoxyphenyl)(1-methylpiperidin-4-yl)methyl)-2,2,2-trifluoroacetamide